chlorodidodecylphenol ClC1=C(C(=C(C=C1)O)CCCCCCCCCCCC)CCCCCCCCCCCC